(3-Acetylphenyl)-2-(4-(trifluoromethyl)phenyl)Azole-4-carboxylic acid ethyl ester C(C)OC(=O)C=1C(=C(NC1)C1=CC=C(C=C1)C(F)(F)F)C1=CC(=CC=C1)C(C)=O